NC1=NC=NN2C1=CC=C2[C@]2(C(O)(C(O)([C@H](O2)C(O)O)O)O)CN 4-Amino-7-(1'-aminomethyl-2',3',5'-trihydroxy-β-D-ribofuranosyl)pyrrolo[2,1-f][1,2,4]triazine